ClC(C(=O)N1CCC(C12CCCCC2)=O)Cl 4-(dichloroacetyl)-1-oxo-4-azaspiro-[4.5]decane